C(C)(=O)OCCCCCCCCCCCCCCCCCCCCCCCCCCCCCC melissyl acetate